BrC=1C=C(C=C(C1)C)N1N=CC(=C1)CC#N 2-[1-(3-bromo-5-methylphenyl)pyrazol-4-yl]acetonitrile